NC1=C(N=C(S1)C1=C(C(=CC=C1F)OC)F)C(=O)NC=1C(=C2C(=NC1)C(CC2)O)N2C[C@H](C[C@H](C2)C)N 5-amino-N-{4-[(3S,5R)-3-amino-5-methylpiperidin-1-yl]-7-hydroxy-6,7-dihydro-5H-cyclopenta[b]pyridin-3-yl}-2-(2,6-difluoro-3-methoxyphenyl)-1,3-thiazole-4-carboxamide